C(C)(C)(C)OC(=O)N1CC(CCC1)C(=O)C1=CC(=NC(=C1)Cl)Cl 3-(2,6-Dichloropyridine-4-carbonyl)piperidine-1-carboxylic acid tert-butyl ester